2-(((4-(aminomethyl)cyclohexyl)thio)methyl)-8-methylquinazolin-4(3H)-one NCC1CCC(CC1)SCC1=NC2=C(C=CC=C2C(N1)=O)C